COCCN1N=C(C(=C1C)NC(=O)C1=C(OC=2N=CN=C(C21)NC2(CC2)C)C)C N-[1-(2-methoxyethyl)-3,5-dimethyl-1H-pyrazol-4-yl]-6-methyl-4-[(1-methylcyclopropyl)amino]furo[2,3-d]pyrimidine-5-carboxamide